(2R,3S,5R)-5-(6-amino-2-fluoro-9H-purin-9-yl)-2-((dodecanoyloxy) methyl)-2-ethynyl-tetra-hydrofuran-3-yl dodecanoate C(CCCCCCCCCCC)(=O)O[C@@H]1[C@@](O[C@H](C1)N1C2=NC(=NC(=C2N=C1)N)F)(C#C)COC(CCCCCCCCCCC)=O